FC1=C(C=C2C(=NN(C(C2=C1)=O)C1=C(C=CC=C1)C)C(C)C)C1=NN(C(=N1)C(C)(C)O)C 7-Fluoro-6-(5-(2-hydroxypropan-2-yl)-1-methyl-1H-1,2,4-triazol-3-yl)-4-isopropyl-2-(o-tolyl)phthalazin-1(2H)-one